C1(CC1)N(C1=CC=C(C=C1)[N+](=O)[O-])C N-cyclopropyl-N-(4-nitrophenyl)methylamine